2-(ethoxymethyl)-5-phenyl-1H-imidazole-4-carboxylic acid C(C)OCC=1NC(=C(N1)C(=O)O)C1=CC=CC=C1